diethylmethylenecyclopentadienyl-(4,7-dimethylindenyl)zirconium dichloride [Cl-].[Cl-].C(C)C(CC)=[Zr+2](C1C=CC2=C(C=CC(=C12)C)C)C1C=CC=C1